2-(N-(3-((benzylamino)methyl)-6-(phenylmethoxy)-4-bromo-2-fluorophenyl)-2,2,2-trifluoroacetamido)acetic acid methyl ester COC(CN(C(C(F)(F)F)=O)C1=C(C(=C(C=C1OCC1=CC=CC=C1)Br)CNCC1=CC=CC=C1)F)=O